NCC1=CC(=CS1)CC#N 2-(5-(aminomethyl)thiophen-3-yl)acetonitrile